(E)-2-(5-(hexyloxy)pent-1-en-1-yl)naphthalene C(CCCCC)OCCC/C=C/C1=CC2=CC=CC=C2C=C1